N1C=C(C2=CC=CC=C12)NC(=O)NC1CCC(CC1)C1=CC=CC=C1 1-(1H-indol-3-yl)-3-(4-phenylcyclohexyl)urea